2-(perfluorobutyl)acrylic acid FC(C(C(C(F)(F)F)(F)F)(F)F)(C(C(=O)O)=C)F